4-[2-(dimethylamino)propan-2-yl]benzene-1-sulfonamide CN(C(C)(C)C1=CC=C(C=C1)S(=O)(=O)N)C